N-methyl-p-bromophenylsulfonamide CNS(=O)(=O)C1=CC=C(C=C1)Br